ClC=1C=CC(=C(C1)S(=O)(=O)N[C@H](C(=O)OC)C(C)C1=C(C(=CC=C1F)C)C)CCO methyl (2S)-2-[5-chloro-2-(2-hydroxyethyl) benzenesulfonamido]-3-(6-fluoro-2,3-dimethylphenyl)butanoate